O(C)C=1C(=C(C(=O)N)C=CC1)NC1=NC(=NC=C1C(F)(F)F)NC1=CC=C(C=C1)CNC1=CC(=CC=C1)C1CNCCC1 methoxyl-2-((2-((4-(((3-(piperidin-3-yl)phenyl)amino)methyl)phenyl)amino)-5-(trifluoromethyl)pyrimidin-4-yl)amino)benzamide